C(#N)C=1N(C2=C(C=CC(=C2C1)OC)F)CCNC1=CC(=NC=N1)C1=CC(=C(C=C1)C(C(=O)O)=O)OCC (4-{6-[2-(2-Cyano-7-fluoro-4-methoxy-indol-1-yl)-ethylamino]-pyrimidin-4-yl}-2-ethoxy-phenyl)-oxo-acetic acid